C(C)(C)(C)N(C(O)=O)C1=NC2=CC(=CC=C2C=C1)S(NC1(CC1)C)(=O)=O.C(CCC)OC=1C=C(CC2NC(NC2)=O)C=CC1OC 4-(3-butoxy-4-methoxybenzyl)imidazolidin-2-one tert-butyl-(7-(N-(1-methylcyclopropyl)sulfamoyl)quinolin-2-yl)carbamate